Cl.Cl.CC1(CNC1)NCCS(=O)(=O)C 3-Methyl-N-(2-(methylsulfonyl)ethyl)-azetidin-3-amine dihydrochloride